2-(6-(phenylethynyl)quinazolin-4-yl)-2,7-diazaspiro[3.5]nonan C1(=CC=CC=C1)C#CC=1C=C2C(=NC=NC2=CC1)N1CC2(C1)CCNCC2